COC1=CC=C(C=C1)[C@H](C)N1[C@H](CCC1)C1=NC=CC(=C1)NS(=O)(=O)C1CC1 N-(2-((R)-1-((S)-1-(4-methoxyphenyl)ethyl)pyrrolidin-2-yl)pyridin-4-yl)cyclopropanesulfonamide